(2S,3S,4R,5R)-2-((R)-4,4-difluoroisochroman-1-yl)-5-(4-methyl-7H-pyrrolo[2,3-d]pyrimidin-7-yl)tetrahydrofuran-3,4-diol FC1(CO[C@H](C2=CC=CC=C12)[C@H]1O[C@H]([C@@H]([C@@H]1O)O)N1C=CC2=C1N=CN=C2C)F